CNC1CN2C3=C(C=CC=C3C1)NC2=O 5-(methylamino)-5,6-dihydro-4H-imidazo{4,5,1-ij}quinolin-2(1H)-one